Pentoxa-2,18-dioxa-4,7,10,13,16-pentazaeicosane OOONOONOCNCCNCCNCOCC